4-(((tert-butoxycarbonyl)(cyclobutylmethyl)amino)methyl)-7,7-dimethyl-6,7-dihydro-5H-cyclopenta[b]pyridine-2-carboxylic acid C(C)(C)(C)OC(=O)N(CC1CCC1)CC1=C2C(=NC(=C1)C(=O)O)C(CC2)(C)C